1-(2-(3,8-diazabicyclo[3.2.1]octan-8-yl)-6,7-dihydrothiazolo[5,4-c]pyridin-5(4H)-yl)-2-cyclopentyl-2,2-difluoroethan-1-one C12CNCC(CC1)N2C=2SC=1CN(CCC1N2)C(C(F)(F)C2CCCC2)=O